COC(=O)C=1C=2C(C(CNC2C=C(C1)F)C1=C(C=C(C=C1)F)F)=O 3-(2,4-difluorophenyl)-7-fluoro-4-oxo-2,3-dihydro-1H-quinoline-5-carboxylic acid methyl ester